C(C)O/C=C/C=1C=C(C=CC1C)C(C(=O)O)C {3-[(1E)-2-ethoxyethenyl]-4-methylphenyl}propanoic acid